COC1=CC=C2C=NN(C2=C1NS(=O)(=O)C=1C=NN(C1)C1=NC=CC(=C1)[C@H](CC)OC)C N-(6-methoxy-1-methylindazol-7-yl)-1-{4-[(1S)-1-methoxypropyl]pyridin-2-yl}pyrazole-4-sulfonamide